N[C@H]1CN(C[C@@H](C1)OC)C(=O)OC(C)(C)C tert-butyl (3R,5R)-3-amino-5-methoxypiperidine-1-carboxylate